[Na].N(C)CC(=O)OC(CCCCCCCCCCC)=O lauroyl sarcosinate sodium